BrC1=NC(=C(C=O)C=C1)Cl 6-bromo-2-chloro-nicotinaldehyde